BrC=1C(=C(C=CC1)CN1C(NCC1)=O)F 1-[(3-bromo-2-fluorophenyl)methyl]-2-imidazolidinone